O1CC[C@@H](C2=CC=CC=C12)NC(=O)C=1C=NC2=C(C=CC=C2C1N(C)C)C1=CCC(CC1)C(F)(F)F N-((S)-chroman-4-yl)-4-(dimethylamino)-8-(4-(trifluoromethyl)cyclohex-1-en-1-yl)quinoline-3-carboxamide